(3-fluorophenyl)-N-(4-(trifluoromethyl)benzyl)-1H-imidazol-2-amine FC=1C=C(C=CC1)N1C(=NC=C1)NCC1=CC=C(C=C1)C(F)(F)F